N1(CC(NCC1)C(=O)[O-])C(=O)OCC1=CC=CC=C1 1-benzyl piperazine-1,3-dicarboxylate